O=C1N(CCC1)[C@H](C(=O)N)CC |r| (S)- and (R)-2-(2-oxopyrrolidin-1-yl)butanamide